CN1C(=NC2=C(C=C(C=C2C1=O)C)C(C)NC1=C(C(=O)OC)C=CC=C1)N1CCOCCC1 methyl 2-((1-(3,6-dimethyl-2-(1,4-oxazepan-4-yl)-4-oxo-3,4-dihydroquinazolin-8-yl)ethyl)amino)benzoate